CN(C1CN(C1)C1=NC2=C(N1C(=O)NCCC#CC1=CC=CC=C1)C=CC=C2)C (3-(Dimethylamino)azetidin-1-yl)-N-(4-phenylbut-3-ynyl)-1H-benzo[d]imidazole-1-carboxamide